B(F)(F)F.P(=O)(O)(O)O.C(C)[Li] ethyl-lithium phosphate boron trifluoride